[2-(2,6-dioxopiperidin-3-yl)-4-methoxy-3-oxo-2,3-dihydro-1H-isoindol-5-yl]methyl N-[4-(2-chloro-4-fluorophenoxy)phenyl]carbamate ClC1=C(OC2=CC=C(C=C2)NC(OCC=2C(=C3C(N(CC3=CC2)C2C(NC(CC2)=O)=O)=O)OC)=O)C=CC(=C1)F